C1(=CC=CC=C1)OC(NC1=CC=C(C=C1)N1C=NC2=C1C=CC(=C2)OCCCC#C)=O [4-(5-pent-4-ynyloxy-benzimidazol-1-yl)-phenyl]-carbamic acid phenyl ester